(S)-2-amino-1-(3-hydroxy-2,6-dimethylphenyl)-5,6-dimethyl-N-((4-methyl-1H-pyrazol-3-yl)methyl)-1H-pyrrolo[2,3-b]pyridine-3-carboxamide NC1=C(C=2C(=NC(=C(C2)C)C)N1C1=C(C(=CC=C1C)O)C)C(=O)NCC1=NNC=C1C